1-(2-((2S,4R)-2-(1-(2-chlorophenyl)-2-oxopiperidin-3-ylcarbamoyl)-4-fluoropyrrolidin-1-yl)-2-oxoethyl)-5-(pyridazin-4-yl)-1H-indazole-3-carboxamide ClC1=C(C=CC=C1)N1C(C(CCC1)NC(=O)[C@H]1N(C[C@@H](C1)F)C(CN1N=C(C2=CC(=CC=C12)C1=CN=NC=C1)C(=O)N)=O)=O